4-{4,6-bis[4-(1-methyl-1H-pyrazol-4-yl)-1H-imidazol-1-yl]-3-(propane-2-yl)-1H-pyrazolo[3,4-b]pyridin-1-yl}-3-ethylbenzamide CN1N=CC(=C1)C=1N=CN(C1)C1=C2C(=NC(=C1)N1C=NC(=C1)C=1C=NN(C1)C)N(N=C2C(C)C)C2=C(C=C(C(=O)N)C=C2)CC